1,1,2,3,3-pentafluoropropylene FC(=C(C(F)F)F)F